(1S,3R)-3-(3-((2-methoxypyrimidin-4-yl)amino)-1H-pyrazol-5-yl)cyclopentyl (1-methylcyclopropyl)carbamate CC1(CC1)NC(O[C@@H]1C[C@@H](CC1)C1=CC(=NN1)NC1=NC(=NC=C1)OC)=O